CNC(=O)C=1C(=NC(=NC1)N1CCC(CC1)C(=O)OCC)NC1=C(C=CC=C1)S(=O)(=O)C ethyl 1-(5-(methylcarbamoyl)-4-((2-(methylsulfonyl)phenyl)amino)pyrimidin-2-yl)piperidine-4-carboxylate